ClC1=CC=C(C=C1)C=1C2=C(N3C1C(N(CC3)C3CC3)=O)N=CC=C2 5-(4-chlorophenyl)-7-cyclopropyl-8,9-dihydropyrido[3',2':4,5]-pyrrolo[1,2-a]pyrazin-6(7H)-one